tert-butyl 6-((3S,4R)-4-(4-amino-5-chloro-2-methoxybenzamido)-3-methoxypiperidin-1-yl)-3-methylhexanoate NC1=CC(=C(C(=O)N[C@H]2[C@H](CN(CC2)CCCC(CC(=O)OC(C)(C)C)C)OC)C=C1Cl)OC